(S)-(4-(4-fluorobenzo[d]thiazol-2-yl)-6,7-dihydro-1H-imidazo[4,5-c]pyridin-5(4H)-yl)(5-(5-fluoropyridin-2-yl)-1,3,4-oxadiazol-2-yl)methanone FC1=CC=CC2=C1N=C(S2)[C@H]2N(CCC1=C2N=CN1)C(=O)C=1OC(=NN1)C1=NC=C(C=C1)F